1,3,5,7-tetramethyl-6-phenyl-2,4,8-trioxa-6-Phosphoadamantane CC12OC3(OC(C(C(O1)(C3)C)(P(=O)=O)C3=CC=CC=C3)(C2)C)C